FC(C1=CC=C2C(=N1)OCC2N)(F)F 6-(trifluoromethyl)-2,3-dihydrofuro[2,3-b]pyridin-3-amine